C[Si]1(CCC1)C 1,1-Dimethylsilacyclobutane